tridecaendioic acid C(C=CCCCCCCCCCC(=O)O)(=O)O